3-(benzo[d]thiazol-6-yl)-2-(6-methylpyridin-2-yl)-6-(1H-pyrazol-4-yl)-5,6-dihydro-2H-pyrazolo[3,4-c]pyridin-7(4H)-one S1C=NC2=C1C=C(C=C2)C=2N(N=C1C(N(CCC12)C=1C=NNC1)=O)C1=NC(=CC=C1)C